C1(CC1)C1=CC=C(C[C@@H]2CC3(CN(C3)C(=O)C3CC(C3)(C)O)CC2)C=C1 |r| (rac)-(6-(4-Cyclopropylbenzyl)-2-azaspiro[3.4]octan-2-yl)((1s,3s)-3-hydroxy-3-methylcyclobutyl)methanon